2-(((1R)-1-(2-cyano-3-(8-hydroxy-3-azabicyclo[3.2.1]octan-3-yl)-7-methylquinoxalin-5-yl)ethyl)amino)benzoic acid C(#N)C1=NC2=CC(=CC(=C2N=C1N1CC2CCC(C1)C2O)[C@@H](C)NC2=C(C(=O)O)C=CC=C2)C